ClC1=CC=C(CNC(=O)C2=NC=C3N2CCN(C3=O)CC3(CC3)S(=O)(=O)C(C)(C)C3OC3)C=C1 N-(4-chlorobenzyl)-7-((1-((2-(oxiran-2-yl)propan-2-yl)sulfonyl)cyclopropyl)methyl)-8-oxo-5,6,7,8-tetrahydroimidazo[1,5-a]pyrazine-3-carboxamide